[2H]OC([2H])([2H])[2H] Tetradeuteriomethanol